4-((3-((4-((R,E)-3-hydroxy-5-((1R,2R,4aS,8aS)-2-hydroxy-2,5,5,8a-tetramethyldecahydronaphthalen-1-yl)-3-methylpent-1-en-1-yl)benzyl)amino)propyl)amino)-4-oxobutanoic acid O[C@@](/C=C/C1=CC=C(CNCCCNC(CCC(=O)O)=O)C=C1)(CC[C@H]1[C@](CC[C@H]2C(CCC[C@]12C)(C)C)(C)O)C